FC1=C(C=CC(=C1)N1N=CC=C1)NC1=NC=C2C=CC(=NC2=C1)C(O)C1CCNCC1 (7-[[2-fluoro-4-(pyrazol-1-yl)phenyl]amino]-1,6-naphthyridin-2-yl)(piperidin-4-yl)methanol